FC1=CC2=C(N(C([C@H](C[SH2]2)NC(OC(C)(C)C)=O)=O)CC2=CC=C(C=C2)OC(C(F)F)(F)F)C=C1/C(/N)=N/O tert-butyl N-[(3R)-8-fluoro-7-[(Z)-N'-hydroxycarbamimidoyl]-4-oxo-5-[[4-(1,1,2,2-tetrafluoroethoxy)phenyl]methyl]-2,3-dihydro-1λ4,5-benzothiazepin-3-yl]carbamate